C1(CC1)N1N=CC(=C1)C1OCCC(C1)C1=C(C2=C(N=C(N(C2=O)C)C(F)(F)F)C(=N1)C1=C(C=C(C=C1)F)F)F 6-(2-(1-Cyclopropyl-1H-pyrazol-4-yl)tetrahydro-2H-pyran-4-yl)-8-(2,4-difluorophenyl)-5-fluoro-3-methyl-2-(trifluoromethyl)pyrido[3,4-d]pyrimidin-4(3H)-one